Dimethyl-3-[3-[[2-[4-([1,2,4]triazolo[1,5-a]pyridin-7-yl)phenyl]acetyl]amino]phenyl]propanamide CC(C(=O)N)(CC1=CC(=CC=C1)NC(CC1=CC=C(C=C1)C1=CC=2N(C=C1)N=CN2)=O)C